2-[3-chloro-4-(difluoromethyl)phenoxy]-N-[trans-2-{5-[3-(trifluoromethoxy)azetidin-1-yl]-1,3,4-oxadiazol-2-yl}-1,3-dioxan-5-yl]Acetamide ClC=1C=C(OCC(=O)N[C@H]2CO[C@@H](OC2)C=2OC(=NN2)N2CC(C2)OC(F)(F)F)C=CC1C(F)F